FC1=CC=C(C=C1)C=1C=C2C(=NC=NC2=C(C1)OCC1(CC1)C(=O)[O-])NC(C)C=1C=NC(=NC1)C(F)(F)F 1-(((6-(4-fluorophenyl)-4-((1-(2-(trifluoromethyl)pyrimidin-5-yl)ethyl)amino)quinazolin-8-yl)oxy)methyl)cyclopropane-1-carboxylate